ClC1=NC=C(C(=N1)N1CC(N(C2(CC2)C1)C)=O)F 7-(2-chloro-5-fluoropyrimidin-4-yl)-4-methyl-4,7-diazaspiro[2.5]octan-5-one